C(C)OC(=O)C=1OC2=C(C1C)C=C(C=C2)S(N(CCC2=CC=CC=C2)CC2=C(C=C(C=C2)C(F)(F)F)C(F)(F)F)(=O)=O 3-Methyl-5-(N-(2,4-bis(trifluoromethyl)benzyl)-N-phenethylsulfamoyl)benzofuran-2-carboxylic acid ethyl ester